3-(2,5-dioxo-3-(quinolin-3-ylamino)-2,5-dihydro-1H-pyrrol-1-yl)piperidine-2,6-dione O=C1N(C(C=C1NC=1C=NC2=CC=CC=C2C1)=O)C1C(NC(CC1)=O)=O